1-((1R,3S)-3-(5-(((benzyloxy)carbonyl)amino)-1-(tert-butyl)-1H-pyrazol-3-yl)cyclopentyl) 2-(tert-butyl) 1,2-dimethylhydrazine-1,2-dicarboxylate CN(N(C(=O)OC(C)(C)C)C)C(=O)O[C@H]1C[C@H](CC1)C1=NN(C(=C1)NC(=O)OCC1=CC=CC=C1)C(C)(C)C